OC1=CC=C(C=C1)S(=O)(=O)O.C(C)NCC diethylamine p-hydroxybenzenesulfonate salt